2-(4-((4-(cyclopropyl(4-(trifluoromethyl)benzyl)amino)-7H-pyrrolo[2,3-d]pyrimidin-7-yl)methyl)-3,4-dihydroxypiperidin-1-yl)acetamide C1(CC1)N(C=1C2=C(N=CN1)N(C=C2)CC2(C(CN(CC2)CC(=O)N)O)O)CC2=CC=C(C=C2)C(F)(F)F